(S)-2'-chloro-N-(5-((6,6-dimethyl-1,4-dioxan-2-yl)methoxy)-1,3,4-thiadiazol-2-yl)-5'-methoxy-6-methyl-(4,4'-bipyridine)-3-carboxamide ClC1=NC=C(C(=C1)C1=C(C=NC(=C1)C)C(=O)NC=1SC(=NN1)OC[C@H]1OC(COC1)(C)C)OC